ClC=1C(=C(C(=C(C1)C(C)O)OCC)C1CN(C1)C(=O)OC(C)(C)C)C#N tert-Butyl 3-[3-chloro-2-cyano-6-ethoxy-5-(1-hydroxyethyl)phenyl]azetidine-1-carboxylate